O=C(CSC1=NC(=CC(N1)=O)C(F)(F)F)N1CCCCC1 2-((2-oxo-2-(piperidin-1-yl)ethyl)thio)-6-(trifluoromethyl)pyrimidin-4(3H)-one